O=C1NC(CC[C@@H]1C1=CC=C(C=C1)N1CCC(CC1)C(=O)O)=O |r| rac-(R)-1-(4-(2,6-dioxopiperidin-3-yl)phenyl)piperidine-4-carboxylic acid